5-cyanomethyl-2-hydroxy-3-(2-methyl-1H-benzimidazol-5-yl)benzonitrile C(#N)CC=1C=C(C(=C(C#N)C1)O)C1=CC2=C(NC(=N2)C)C=C1